ClC1=C(C=C(NC=2C3=C(N=CN2)C=CC(=N3)N3[C@@H]2CN([C@H](C3)C2)C(=O)OC(C)(C)C)C=C1)OCC1CC1 tert-butyl (1S,4S)-5-[4-[4-chloro-3-(cyclopropylmethoxy)anilino]pyrido[3,2-d]pyrimidin-6-yl]-2,5-diazabicyclo[2.2.1]heptane-2-carboxylate